ethyltris(3-methyl-1-butyn-3-oxy)silane Ethyl-(Z)-6-(benzyloxy)-2-(hydroxyimino)-3-oxohexanoate C(C)OC(\C(\C(CCCOCC1=CC=CC=C1)=O)=N/O)=O.C(C)[Si](OC(C#C)(C)C)(OC(C#C)(C)C)OC(C#C)(C)C